CC1C(CCCC1)C(C)S(=O)(=O)O 2-methylcyclohexyl-ethane-sulfonic acid